(2R,3S,4R,5R)-5-(4-amino-7H-pyrrolo[2,3-d]pyrimidin-7-yl)-2-((R)-(3,4-dichlorophenyl)(hydroxy)methyl)-3-methyltetrahydrofuran-3,4-diol, hydrochloride salt Cl.NC=1C2=C(N=CN1)N(C=C2)[C@H]2[C@@H]([C@@]([C@H](O2)[C@H](O)C2=CC(=C(C=C2)Cl)Cl)(O)C)O